FC(C1=NC(=C2C=C(N=CC2=C1)N[C@@H]1C[C@H](C1)N)OCC)F (trans)-N1-(7-(difluoromethyl)-5-ethoxy-2,6-naphthyridin-3-yl)cyclobutane-1,3-diamine